CN(CCN(C=1C=C(C=CC1)NC(OC(C)(C)C)=O)C)C tert-Butyl N-(3-{[2-(dimethylamino)ethyl](methyl)amino}phenyl)carbamate